1-cyclobutyl-N-((5-(5-(difluoromethyl)-1,3,4-oxadiazol-2-yl)pyridin-2-yl)methyl)-N-phenylpiperidine-4-sulfonamide C1(CCC1)N1CCC(CC1)S(=O)(=O)N(C1=CC=CC=C1)CC1=NC=C(C=C1)C=1OC(=NN1)C(F)F